C(CCCC)NC(CCCCCCCCCCCCCCCCC)=O N-pentyloctadecanamide